(1R,2R,4S,6S)-2-(hydroxymethyl)-2-(methoxymethyl)-4,6-dimethylquinuclidin-3-one OC[C@@]1(N2[C@H](C[C@@](C1=O)(CC2)C)C)COC